ClC1=CC=C(C=C1)C=1C(=CC=CC1)C1=CC=C(C=C1)C1=NC(=NC(=C1)C1=CC=CC=C1)C1=CC=CC=C1 4-(4''-chloro-[1,1':2',1''-terphenyl]-4-yl)-2,6-diphenylpyrimidine